FC1=C(C(=CC=C1)F)NC1=C(C=C(C=C1)S(=O)(=O)NC)C=1N=CN(C1)C 4-((2,6-difluorophenyl)amino)-N-methyl-3-(1-methyl-1H-imidazol-4-yl)benzenesulfonamide